6-isopropyl-9-(1-isopropyl-5-methyl-1H-pyrazol-4-yl)-10-methoxy-2-oxo-6,7-dihydro-2H-pyrido[2,1-a]phthalazine-3-carboxylic acid C(C)(C)N1N2C(C3=CC(=C(C=C3C1)C=1C=NN(C1C)C(C)C)OC)=CC(C(=C2)C(=O)O)=O